C(C)(C)(C)OC(=O)NCCNC(CCC1=CC=C(C=C1)C1=CC=C(C=C1)CCCCNC(OCC1=CC=CC=C1)=O)=O benzyl (4-(4'-(3-((2-((tert-butoxycarbonyl)amino)ethyl)amino)-3-oxopropyl)-[1,1'-biphenyl]-4-yl)butyl)carbamate